lithium silicon phosphosulfur chlorine [Cl].P(=O)(=O)[S].[Si].[Li]